The molecule is the alpha,beta-unsaturated monocarboxylic acid that is the active nucleus for the synthesis of cephalosporins and intermediates. It derives from a cephalosporanic acid. It is a tautomer of a 7beta-aminocephalosporanic acid zwitterion. CC(=O)OCC1=C(N2[C@@H]([C@@H](C2=O)N)SC1)C(=O)O